BrC1=C(C=CC=C1)[C@H]1OCCN(C1)C=1C2=C(N=C(N1)N)NC=C2 (R)-4-(2-(2-bromophenyl)morpholino)-7H-pyrrolo[2,3-d]pyrimidin-2-amine